(2R,4S)-4-benzyl-N-((S)-1-(((4-fluoro-1H-pyrrolo[3,2-c]pyridin-2-yl)methyl)amino)-1-oxopropan-2-yl)pyrrolidine-2-carboxamide bis-trifluoroacetate FC(C(=O)O)(F)F.FC(C(=O)O)(F)F.C(C1=CC=CC=C1)[C@H]1C[C@@H](NC1)C(=O)N[C@H](C(=O)NCC1=CC=2C(=NC=CC2N1)F)C